C(C)(C)(C)C=1C(=C(C=C(C1)C)CCCOP1OC2=C(C3=C(O1)C(=CC(=C3)C(C)(C)C)C(C)(C)C)C=C(C=C2C(C)(C)C)C(C)(C)C)O 6-[3-(3-tert-butyl-hydroxy-5-methylphenyl)propoxy]-2,4,8,10-tetra-tert-butyldibenzo[d,f][1,3,2]dioxaphosphepin